tribromoneopentyl phosphate P(=O)(OC(C(CBr)(C)C)(Br)Br)([O-])[O-]